C1(=CC=C(C=C1)C(=C1OC2=C(C1P(C1=CC=CC=C1)(C1=CC=CC=C1)=O)C=CC(=C2)OC)C2=CC=C(C=C2)C)C (2-(di-p-tolylmethylene)-6-methoxy-2,3-dihydrobenzofuran-3-yl)diphenyl-phosphine oxide